N-(4-cyano-2-fluoro-phenyl)-5-(2-ethoxyphenyl)-1H-pyrrole-3-sulfonamide C(#N)C1=CC(=C(C=C1)NS(=O)(=O)C1=CNC(=C1)C1=C(C=CC=C1)OCC)F